COC1=C(CN(S(=O)(=O)C2=C(C=CC=C2F)F)C2=NC=CC=C2)C=CC(=C1)OC (E)-N-(2,4-dimethoxybenzyl)-2,6-difluoro-N-(pyridin-2-yl)benzenesulfonamide